CN1CCC(CC1)CC 2-(1-methylpiperidin-4-yl)ethan